C(C)(C)(C)OC(=O)N1N=C(C2=CC=CC=C12)I 3-iodo-indazole-1-carboxylic acid tert-butyl ester